CS(=O)(=O)OCCOCC=1C=C2C=C(NC2=C(C1)NC1CCOCC1)C1=CC=CC=C1 2-((2-phenyl-7-((tetrahydro-2H-pyran-4-yl)amino)-1H-indol-5-yl)methoxy)ethyl methanesulfonate